6-(4-((1H-indazol-5-yl)amino)pyrimidin-2-yl)-N,N-diethyl-benzo[b]thiophene-2-carboxamide N1N=CC2=CC(=CC=C12)NC1=NC(=NC=C1)C=1C=CC2=C(SC(=C2)C(=O)N(CC)CC)C1